4-{[(5-methylpyrimidin-2-yl)oxy[methyl]piperidin-1-yl]ethyl}-6-fluorobenzamide CC=1C=NC(=NC1)OC1(N(CCCC1)CCC1=CC=C(C(=O)N)C(=C1)F)C